4-(phenylamino)piperidine-1-carboxylic acid tert-butyl ester C(C)(C)(C)OC(=O)N1CCC(CC1)NC1=CC=CC=C1